di(2-mercaptoethyl) sulfide SCCSCCS